Diphosphonat P(=O)([O-])OP(=O)[O-]